C1(=CC=CC=C1)N1C=CC=2C(=CC=CC12)C=O 1-phenyl-1H-indole-4-carbaldehyde